ClC1=CC=C(C=C1)C(=O)N1[C@H](C=2N(CC1)C(=NN2)C2=NC(=NS2)C2CC2)CCS(=O)(=O)C (S)-(4-chlorophenyl)(3-(3-cyclopropyl-1,2,4-thiadiazol-5-yl)-8-(2-(methylsulfonyl)ethyl)-5,6-dihydro-[1,2,4]triazolo[4,3-a]pyrazin-7(8H)-yl)methanone